2-[(dimethylcarbamoyl)methyl]-N-{8-fluoro-2-methylimidazo[1,2-a]pyridin-6-yl}-4-(piperazin-1-yl)indazole-7-carboxamide trifluoroacetic acid salt FC(C(=O)O)(F)F.CN(C(=O)CN1N=C2C(=CC=C(C2=C1)N1CCNCC1)C(=O)NC=1C=C(C=2N(C1)C=C(N2)C)F)C